1,2,3,4-tetrakis(2,2,6,6-tetramethyl-4-piperidyloxycarbonyl)butaneN CC1(NC(CC(C1)OC(=O)C=C(C(CC(=O)OC1CC(NC(C1)(C)C)(C)C)C(=O)OC1CC(NC(C1)(C)C)(C)C)C(=O)OC1CC(NC(C1)(C)C)(C)C)(C)C)C